(Z)-3-fluoro-2-(1,2,3,4-tetrahydropyrrolo[3,4-b]indol-7-yloxymethyl)prop-2-en-1-amine dihydrochloride Cl.Cl.F\C=C(\CN)/COC1=CC=2C3=C(NC2C=C1)CNC3